ClC=1C(=NC(=NC1)NC=1C=NN(C1)C1CCN(CC1)C(=O)OC(C)(C)C)OC1=CC(=CC=C1)NC(=O)C1C(C1)(F)F Tert-butyl 4-(4-((5-chloro-4-(3-(2,2-difluorocyclopropane-1-carboxamido)phenoxy)pyrimidin-2-yl)amino)-1H-pyrazol-1-yl)piperidine-1-carboxylate